NC1=CC=C(C=C1)C1=NC(=NC=C1C)NC(C1=CC(=CC(=C1)C(F)(F)F)C(F)(F)F)=O N-(4-(4-aminophenyl)-5-methylpyrimidin-2-yl)-3,5-bis(trifluoromethyl)benzamide